BrC=1C=C2CC(N(CC2=C(C1)C=NSC(C)(C)C)CC)=O N-((6-Bromo-2-ethyl-3-oxo-1,2,3,4-tetrahydroisoquinolin-8-yl)methylene)-2-methylpropane-2-Sulfenamide